N1C=CC=2C1=NC=CC2SC2=CN=C(N=N2)N2CCC1([C@@H]([C@@H](OC1)C)N)CC2 (3S,4S)-8-(6-((1H-pyrrolo[2,3-b]pyridin-4-yl)thio)-1,2,4-triazin-3-yl)-3-methyl-2-oxa-8-azaspiro[4.5]decan-4-amine